4-((2S,4R)-1-((5-cyclopropyl-7-methyl-1H-indol-4-yl)methyl)-4-(3-(trifluoromethyl)azetidin-1-yl)piperidin-2-yl)benzoic acid C1(CC1)C=1C(=C2C=CNC2=C(C1)C)CN1[C@@H](C[C@@H](CC1)N1CC(C1)C(F)(F)F)C1=CC=C(C(=O)O)C=C1